FC1CC(N(C1)C(CC1=C(N=NN1)N1CCNCC1)=O)C(=O)NC(C1=CC=CC=C1)C1=CC(=C(C=C1)C(C)C)F 4-fluoro-N-{[3-fluoro-4-(propan-2-yl)phenyl](phenyl)methyl}-1-{2-[4-(piperazin-1-yl)-1H-1,2,3-triazol-5-yl]acetyl}pyrrolidine-2-carboxamide